C(C1=CC=CC=C1)ON1[C@@H]2CC[C@H](N(C1=O)C2)C(=O)ON2C([C@H]1[C@H]3C=C[C@@H]([C@H]1C2=O)C3)=O (1R,2S,6R,7S)-3,5-Dioxo-4-azatricyclo[5.2.1.02,6]dec-8-en-4-yl (2S,5R)-6-(benzyloxy)-7-oxo-1,6-diazabicyclo[3.2.1]octane-2-carboxylate